6-chloro-N2-isopropylpyridine-2,3-diamine ClC1=CC=C(C(=N1)NC(C)C)N